2-(3-(4-(2-hydroxypropan-2-yl)piperidine-1-carbonyl)-1H-pyrazol-1-yl)benzonitrile OC(C)(C)C1CCN(CC1)C(=O)C1=NN(C=C1)C1=C(C#N)C=CC=C1